2-(2-thienyl)pyridine S1C(=CC=C1)C1=NC=CC=C1